2-Butenoic acid C(C=CC)(=O)O